(1-(dimethylamino)cyclohexyl)methanol CN(C1(CCCCC1)CO)C